C(C)C1=NN(C2=C1C(NCC1(CCOCC1)C2)=O)CC(COC(C2=CC(=CC=C2)S(=O)(=O)C)=O)(C)C 3-Methylsulfonylbenzoic acid [3-(3-ethyl-4-oxo-spiro[6,8-dihydro-5H-pyrazolo[4,3-c]azepin-7,4'-tetrahydropyran]-1-yl)-2,2-dimethyl-propyl] ester